o-hydroxybenzoquinone OC=1C(C=CC(C1)=O)=O